Tetrahydropyrido[4,3-d]pyrimidine C1C2=C(C=CN=C2)NCN1